FC=1C(=C(C=NC1)[C@H]1N(OCC1)C(=O)OC(C)(C)C)C Tert-butyl (S)-3-(5-fluoro-4-methylpyridin-3-yl)isoxazolidine-2-carboxylate